[(furan-2-yl)methyl]-7-methyl-7H-pyrrolo[2,3-d]pyrimidin-4-amine hydrochloride Cl.O1C(=CC=C1)CC=1N=C(C2=C(N1)N(C=C2)C)N